C(C1=CC=CC=C1)OC1=NC(=CC=C1C=1C=C(C(=O)O)C=CC1)OCC1=CC=CC=C1 3-(2,6-dibenzyloxy-3-pyridyl)benzoic acid